(R)-3-fluoro-N'-((1,2,3,5,6,7-hexahydrodicyclopenta[b,e]pyridin-8-yl)carbamoyl)-4-(2-hydroxypropan-2-yl)thiophene-2-sulfonimidamide FC1=C(SC=C1C(C)(C)O)[S@@](=O)(N)=NC(NC1=C2C(=NC3=C1CCC3)CCC2)=O